C(CCCC)OC1=CC2=CC=CC=C2C=C1OCCCCC 2,3-bis(pentyloxy)naphthalene